2-(2-chlorophenyl)-1-(7-fluoro-5-(2-((1-methyl-1H-pyrazol-5-yl)amino)pyrimidin-4-yl)indolin-1-yl)ethan-1-one ClC1=C(C=CC=C1)CC(=O)N1CCC2=CC(=CC(=C12)F)C1=NC(=NC=C1)NC1=CC=NN1C